9-(1-(methylsulfonyl)piperidin-4-yl)-[1,2]oxaborinino[5,6-d]pyrrolo[2,3-b]pyridin-7(3H)-ol CS(=O)(=O)N1CCC(CC1)C1=CB(OC=2C1=C1C(=NC2)NC=C1)O